[Si](C)(C)(C(C)(C)C)O[C@@H]([C@H](CC=1SC=2C(N1)=C(C=C(C2)OC)C(=O)OCC)OC2CCCC2)C2=CC(=C(C=C2)C=C)OC ethyl 2-((2S,3R)-3-((tert-butyldimethylsilyl) oxy)-2-(cyclopentyloxy)-3-(3-methoxy-4-vinylphenyl) propyl)-6-methoxybenzo[d]thiazole-4-carboxylate